C(C)N1CCC(CC1)C=1C=CC(=NC1)C1=NNC(=C1C(C)C)C=1C=C(C=2N(C1)N=CN2)OC 6-(3-(5-(1-ethylpiperidin-4-yl)pyridin-2-yl)-4-isopropyl-1H-pyrazol-5-yl)-8-methoxy-[1,2,4]triazolo[1,5-a]pyridine